methyl 2-((1s,4s)-4-((1H-pyrazolo[3,4-b]pyridin-5-yl)oxy)-2'-oxospiro[cyclohexane-1,3'-pyrrolo[3,2-b]pyridin]-1'(2'H)-yl)acetate N1N=CC=2C1=NC=C(C2)OC2CCC1(C(N(C=3C1=NC=CC3)CC(=O)OC)=O)CC2